4-Nitrophenyl 3-(4-(8-chloro-7-((2-methyl-1-((2-(trimethylsilyl)ethoxy)methyl)-1H-benzo[d]imidazol-6-yl)oxy)quinoxalin-2-yl)-1H-pyrazol-1-yl)azetidine-1-carboxylate ClC=1C(=CC=C2N=CC(=NC12)C=1C=NN(C1)C1CN(C1)C(=O)OC1=CC=C(C=C1)[N+](=O)[O-])OC=1C=CC2=C(N(C(=N2)C)COCC[Si](C)(C)C)C1